FC(CCC(F)(F)F)(F)F 1,2-bis(trifluoromethyl)ethane